(2S)-Benzyl 2-(((4-((E)-(4-cyanophenethylimino)methyl)-5-hydroxy-6-methylpyridin-3-yl)methoxy)(phenoxy)phosphorylamino)propanoate C(#N)C1=CC=C(CC\N=C\C2=C(C=NC(=C2O)C)COC2=C(OP(=O)=N[C@H](C(=O)OCC3=CC=CC=C3)C)C=CC=C2)C=C1